OC1=C(C=CC(=C1)OCC(COCCCCCCCC)O)C1=NC(=NC(=N1)C1=C(C=C(C=C1)C)C)C1=C(C=C(C=C1)C)C 2-[2-hydroxy-4-(2-hydroxy-3-octyloxypropyloxy)phenyl]-4,6-bis-(2,4-di-methylphenyl)-1,3,5-triazine